CN1CCN(CC1)S(=O)(=O)CCCN 3-((4-methylpiperazin-1-yl)sulfonyl)propan-1-amine